4-[(tert-butyl)bis(methyl)siloxy]-5-({2-[(tert-butyl)bis(methyl)siloxy]-7-(1-octylnonylcarbonyloxy)heptyl}[4-(methylamino)butyl] amino)pentyl dodecanoate C(CCCCCCCCCCC)(=O)OCCCC(CN(CCCCNC)CC(CCCCCOC(=O)C(CCCCCCCC)CCCCCCCC)O[Si](C)(C)C(C)(C)C)O[Si](C)(C)C(C)(C)C